P(=O)(OCCCC)(OCCCC)OCCOC(C(=C)C)=O dibutyl (2-methacryloyloxyethyl) phosphate